ClC1=C2N=CN(C2=NC(=N1)N)CC1=C(C=CC=C1F)F 6-chloro-9-(2,6-difluorobenzyl)-9H-purin-2-amine